4-chloro-5-iodo-7-(oxetan-3-yl)-7H-pyrrolo[2,3-D]pyrimidine ClC=1C2=C(N=CN1)N(C=C2I)C2COC2